OC1CCC(CC1)N(CCCCCCCC(=O)N(CCCC)C(CCCCCCCC)CCCCCCCC)CCCCCCCC(=O)N(C(CCCCCCCC)CCCCCCCC)CCCC 8,8'-(((1s,4s)-4-hydroxycyclohexyl)azanediyl)bis(N-butyl-N-(heptadecan-9-yl)octanamide)